NC1=CC=C(OCC2(N=C(OC2)C2=CC=C(C=C2)N)C)C=C1 4-[4-[(4-aminophenoxy)methyl]-4,5-dihydro-4-methyl-2-oxazolyl]-benzeneamine